1-(4-bromo-2,5-difluorophenyl)-2-cyclopropyl-2,2-difluoroethan-1-one BrC1=CC(=C(C=C1F)C(C(F)(F)C1CC1)=O)F